Rel-N-(6-amino-5-cyclopropyl-3-pyridyl)-2-[(2S,5R)-5-methyl-2-(2-methyl-1,3-Benzothiazol-5-yl)-1-piperidyl]-2-oxo-acetamide NC1=C(C=C(C=N1)NC(C(=O)N1[C@@H](CC[C@H](C1)C)C=1C=CC2=C(N=C(S2)C)C1)=O)C1CC1 |o1:12,15|